C1(=NNCCCCCC1)C1=CCCCCCCC1 diazabi-cyclononene